C(#N)C1=CC(=C(C=C1)C1=NN=C(C2=CC=CC=C12)N[C@@H]1CC[C@H](N(C1)C)C(=O)O)O (2S,5R)-5-((4-(4-cyano-2-hydroxyphenyl)phthalazin-1-yl)amino)-1-methylpiperidine-2-carboxylic acid